The molecule is an endocannabinoid and an endogenous agonist of the cannabinoid receptors (CB1 and CB2). It is an ester formed from omega-6-arachidonic acid and glycerol. It has a role as a human metabolite. It is an endocannabinoid and a 2-acylglycerol 20:4. It derives from an arachidonic acid. CCCCC/C=C\\C/C=C\\C/C=C\\C/C=C\\CCCC(=O)OC(CO)CO